manganous silicate [Si]([O-])([O-])([O-])[O-].[Mn+2].[Mn+2]